1-(2,4-dimethoxy-benzyl)-4,4-dimethyl-5-oxo-2-phenyl-pyrrolidine-3-carboxylic acid methyl ester COC(=O)C1C(N(C(C1(C)C)=O)CC1=C(C=C(C=C1)OC)OC)C1=CC=CC=C1